N-(6-(5-chloro-6-fluoro-7-(methyl(pyridin-3-ylmethyl)amino)-1H-indazol-4-yl)imidazo[1,2-a]pyridin-2-yl)-2-fluorocyclopropane-1-carboxamide ClC=1C(=C2C=NNC2=C(C1F)N(CC=1C=NC=CC1)C)C=1C=CC=2N(C1)C=C(N2)NC(=O)C2C(C2)F